5-chloro-N-((1r,4r)-4-((3-(3-chloro-2-fluorophenyl)-6-fluoro-3-hydroxy-2-oxoindolin-1-yl)methyl)cyclohexyl)-2-(difluoromethyl)nicotinamide ClC=1C=NC(=C(C(=O)NC2CCC(CC2)CN2C(C(C3=CC=C(C=C23)F)(O)C2=C(C(=CC=C2)Cl)F)=O)C1)C(F)F